(1R)-1-(3-fluorophenyl)ethan-1-ol FC=1C=C(C=CC1)[C@@H](C)O